BOCaminobutyric acid C(=O)(OC(C)(C)C)NC(C(=O)O)CC